2H-indazol-5-ol N=1NC=C2C=C(C=CC12)O